S1C(=NC2=C1C=CC=C2)NC(=O)C=2C=CC=C1CCN(CC21)C2=CC=C(C(=N2)C(=O)OC(C)(C)C)C=2C=NN(C2C)CC(C)C Tert-butyl 6-(8-(benzo[d]thiazol-2-ylcarbamoyl)-3,4-dihydroisoquinolin-2(1H)-yl)-3-(1-isobutyl-5-methyl-1H-pyrazol-4-yl)picolinate